N-[(1'S,14R)-5,19-difluorospiro[8,12-dioxa-21-azatetracyclo[14.3.1.110,13.02,7]henicosa-1(19),2,4,6,10,13(21),16(20),17-octaene-14,3'-cyclopentane]-1'-yl]methanesulfonamide FC1=CC=C2C3=C(C=CC(C[C@]4(C[C@H](CC4)NS(=O)(=O)C)C=4OC=C(COC2=C1)N4)=C3)F